C(C)(C)(C)OC(=O)N(C1=C(C=NC=2N1N=CC2C(=O)OCC)Br)C(=O)OC(C)(C)C ethyl 7-(bis(tert-butoxycarbonyl)amino)-6-bromopyrazolo[1,5-a]pyrimidine-3-carboxylate